N-(Oxetane-3-yl)benzamide O1CC(C1)NC(C1=CC=CC=C1)=O